CC1(OCCO1)C dimethyl-1,3-dioxolan